8-chloro-N-(1-(6,7-difluoro-1-oxo-1,2-dihydroisoquinolin-4-yl)ethyl)-N-methylindolizine-2-carboxamide ClC1=CC=CN2C=C(C=C12)C(=O)N(C)C(C)C1=CNC(C2=CC(=C(C=C12)F)F)=O